COC1=C(C=CC=C1)C1=NC=CC(=N1)CN1CCN(CC1)C(=O)OC(C)(C)C tert-butyl 4-{[2-(2-methoxyphenyl)pyrimidin-4-yl]methyl}piperazine-1-carboxylate